1-(3-aminocyclohexyl)-3-(5-chloro-4-(5,5-dimethyl-5,6-dihydro-4H-pyrrolo[1,2-b]pyrazole-3-yl)pyridin-2-yl)urea NC1CC(CCC1)NC(=O)NC1=NC=C(C(=C1)C1=C2N(N=C1)CC(C2)(C)C)Cl